ClC1=C(C=CC(=C1)F)C#C 2-chloro-1-ethynyl-4-fluoro-benzene